4-((1-(tert-butoxycarbonyl)azetidin-3-yl)methoxy)benzoic acid C(C)(C)(C)OC(=O)N1CC(C1)COC1=CC=C(C(=O)O)C=C1